4-[2-(cyclopentyloxy)-3-pyridinyl]-2,6-difluoro-benzenethiol C1(CCCC1)OC1=NC=CC=C1C1=CC(=C(C(=C1)F)S)F